Cl.NC(C)C1=CNC(C2=C(C(=CC=C12)F)F)=O 4-(1-aminoethyl)-7,8-difluoroisoquinolin-1(2H)-one hydrochloride